2-[acetyl-(2,4-difluorobenzyl)amino]-7-chloro-6-hydroxy-1-benzothiophene-3-carboxylic acid methyl ester COC(=O)C1=C(SC2=C1C=CC(=C2Cl)O)N(CC2=C(C=C(C=C2)F)F)C(C)=O